FC=1C=C(C=C(C1)F)C(C)NC=1C=C2C(=NNC2=CC1)C=CC1=NC=CC=C1C N-(1-(3,5-difluorophenyl)ethyl)-3-(2-(3-methylpyridin-2-yl)vinyl)-1H-indazol-5-amine